C(C)OC(C)C12CC(CC(N1C(=O)NC1=CC(=C(C=C1)C)C1=NC=C(C=N1)F)C2)C cis-1-(1-ethoxyethyl)-N-(3-(5-fluoropyrimidin-2-yl)-4-methylphenyl)-3-methyl-6-azabicyclo[3.1.1]heptane-6-carboxamide